(1S)-N-[(1R)-1-Cyano-2-(6-methyl-2-oxo-1H-quinolin-3-yl)ethyl]-3-[(2R)-2-(cyclopropylsulfonylamino)-3,3-dimethyl-butanoyl]-6,6-dimethyl-3-azabicyclo[3.1.0]hexane-2-carboxamide C(#N)[C@@H](CC=1C(NC2=CC=C(C=C2C1)C)=O)NC(=O)C1[C@@H]2C(C2CN1C([C@@H](C(C)(C)C)NS(=O)(=O)C1CC1)=O)(C)C